tert-butyl(4-((1-(6-bromo-1-trityl-1H-benzo[d][1,2,3]triazol-4-yl)azetidin-3-yl)oxy)butyl)carbamate C(C)(C)(C)OC(NCCCCOC1CN(C1)C1=CC(=CC=2N(N=NC21)C(C2=CC=CC=C2)(C2=CC=CC=C2)C2=CC=CC=C2)Br)=O